N-(2,3-dihydro-2-oxo-1H-benzimidazole-5-yl)-3-hydroxy-2-naphthalenecarboxamide O=C1NC2=C(N1)C=CC(=C2)NC(=O)C2=CC1=CC=CC=C1C=C2O